phenyl (2,4-difluoro-5-(trifluoromethoxy) phenyl)carbamate FC1=C(C=C(C(=C1)F)OC(F)(F)F)NC(OC1=CC=CC=C1)=O